N-((4-fluoro-1H-indol-7-yl)methyl)-[2,3'-bipyridin]-2'-amine FC1=C2C=CNC2=C(C=C1)CNC1=NC=CC=C1C1=NC=CC=C1